N-(6-(5-ethyl-6,7-difluoro-1H-indazol-4-yl)imidazo[1,2-b]pyridazin-2-yl)-2-fluorocyclopropane-1-carboxamide C(C)C=1C(=C2C=NNC2=C(C1F)F)C=1C=CC=2N(N1)C=C(N2)NC(=O)C2C(C2)F